2-(4-methylcyclohexyl)-2-(3,3-difluoro-3-bromopropyl)-1,3-dibutoxypropane CC1CCC(CC1)C(COCCCC)(COCCCC)CCC(Br)(F)F